5,8-bis(4-hexylthiophen-2-yl)dithieno[3',2':3,4;2'',3'':5,6]Benzo[1,2-c][1,2,5]Thiadiazole C(CCCCC)C=1C=C(SC1)C1=CC2=C(C3=C(C4=NSN=C42)C=C(S3)C=3SC=C(C3)CCCCCC)S1